1-(4-ethoxy-phenyl)-ethylamine C(C)OC1=CC=C(C=C1)C(C)N